FC(C(=O)O)(F)F.N1CC(C1)SC(=O)C1=CC=CC=C1 (azetidin-3-ylsulfanyl)(phenyl)methanone trifluoroacetate